tert-butyl 7-((((benzyloxy)carbonyl)amino)methyl)-7-(pyridin-3-yl)-3-azabicyclo[4.1.0]heptane-3-carboxylate C(C1=CC=CC=C1)OC(=O)NCC1(C2CCN(CC12)C(=O)OC(C)(C)C)C=1C=NC=CC1